3-methoxy-1,2-phenylenedi(2-amino-3-methylbutanoate) COC=1C(=C(C=CC1)C(C(=O)[O-])(C(C)C)N)C(C(=O)[O-])(C(C)C)N